(R) and (S)-4-propyl-dihydrofuran-2-one C(CC)[C@@H]1CC(OC1)=O |r|